2,2'-(ethane-1,2-diylbis(oxy))bis(ethane-1-thiol) C(COCCS)OCCS